1-iodo-6,7-dimethoxy-2-(2,4,5-trimethoxyphenyl)naphthalene IC1=C(C=CC2=CC(=C(C=C12)OC)OC)C1=C(C=C(C(=C1)OC)OC)OC